Cl.FC1=CC=C(C=C1)N(C(C1=NC=C(C=C1)CCCCC)=O)C N-(4-fluorophenyl)-N-methyl-5-pentylpicolinamide hydrogen chloride